N5-(8-azabicyclo[3.2.1]octan-3-yl)-N2,6-dimethyl-N2-(2,2,2-trifluoroethyl)pyridine-2,5-diamine C12CC(CC(CC1)N2)NC=2C=CC(=NC2C)N(CC(F)(F)F)C